N-((1r,4r)-4-methoxycyclohexyl)-6-(4-(trifluoromethyl)-1H-imidazol-1-yl)picolinamide COC1CCC(CC1)NC(C1=NC(=CC=C1)N1C=NC(=C1)C(F)(F)F)=O